C(C)(=O)C=1C=C(C=CC1)NC(=O)NC=1C=C2C(N(C=NC2=CC1)C(COC)C)=O 1-(3-acetylphenyl)-3-(3-(1-methoxypropan-2-yl)-4-oxo-3,4-dihydroquinazolin-6-yl)urea